ClC=1C=CC(=NC1)C1(OC2=C(O1)C=CC(=C2C2[C@@H]1CNC[C@H]21)F)C (1R,5S,6s)-6-(2-(5-chloropyridin-2-yl)-5-fluoro-2-methylbenzo[d][1,3]dioxol-4-yl)-3-azabicyclo[3.1.0]hexane